(Z)-3-((5-amino-6-(piperidin-1-yl)pyridin-2-yl)methylene)-6-methyl-1-(4-(methylsulfonyl)phenyl)-2-oxoindoline-5-carbonitrile NC=1C=CC(=NC1N1CCCCC1)\C=C\1/C(N(C2=CC(=C(C=C12)C#N)C)C1=CC=C(C=C1)S(=O)(=O)C)=O